4-ethyl-1-(7-fluoro-2-(2-hydroxy-5-methylpyridin-4-yl)-4-isopropylquinolin-6-yl)-3-(hydroxymethyl)-1H-1,2,4-triazol-5(4H)-one C(C)N1C(=NN(C1=O)C=1C=C2C(=CC(=NC2=CC1F)C1=CC(=NC=C1C)O)C(C)C)CO